(rac)-4-[4-(trifluoromethoxy)phenoxy]azepan-1-carboxylic acid tert-butyl ester C(C)(C)(C)OC(=O)N1CC[C@@H](CCC1)OC1=CC=C(C=C1)OC(F)(F)F |r|